2-allyl-6-amino-1-methyl-1,2-dihydro-3H-indazol-3-one C(C=C)N1N(C2=CC(=CC=C2C1=O)N)C